OC1=CC=CC2=NC3=CC=CC=C3N=C12 1-hydroxyphenazin